C(C)OCCOC(C(CCCC)OC=1C=CC=2C(=NS(C2C2=NC=C(C=C2Cl)C(F)(F)F)=O)C1)=O (3-(3-chloro-5-(trifluoromethyl)pyridin-2-yl)-2-oxo-2,3-benzothiazol-6-yloxy)hexanoic acid 2-ethoxyethyl ester